N-(2-adamantyl)-2-(3-nitro-2-oxopyridin-1(2H)-yl)acetamide C12C(C3CC(CC(C1)C3)C2)NC(CN2C(C(=CC=C2)[N+](=O)[O-])=O)=O